2-methyl-1-[4-(hexyl)phenyl]-2-morpholinopropane CC(CC1=CC=C(C=C1)CCCCCC)(C)N1CCOCC1